6-(2-(5-chloro-1H-benzo[d]imidazol-2-yl)acetyl)-2-(1-phenylcyclopropyl)-5,6,7,8-tetrahydropyrido[4,3-d]pyrimidin-4(3H)-one ClC1=CC2=C(NC(=N2)CC(=O)N2CC3=C(N=C(NC3=O)C3(CC3)C3=CC=CC=C3)CC2)C=C1